COC([C@@H]([C@H](C(=O)OC)O)O)=O (2r,3r)-2,3-dihydroxysuccinic acid dimethyl ester